2-(((4-(((tertbutyldimethylsilyl)oxy)methyl)cyclohexyl)thio)methyl)-7-(pyridin-3-ylamino)-3-((2-(trimethylsilyl)ethoxy)methyl)quinazolin-4(3H)-one C(C)(C)(C)[Si](OCC1CCC(CC1)SCC1=NC2=CC(=CC=C2C(N1COCC[Si](C)(C)C)=O)NC=1C=NC=CC1)(C)C